CC(C#CC=1C=C(C=C2C(=NNC12)N)C1=CC(=NC=C1)NC1=NN(C=C1)C1OCCCC1)(C)C 7-(3,3-dimethylbut-1-yn-1-yl)-5-(2-((1-(tetrahydro-2H-pyran-2-yl)-1H-pyrazol-3-yl)amino)pyridin-4-yl)-1H-indazol-3-amine